3-[(piperidin-4-yl)methyl]-6-oxa-3-azabicyclo[3.1.1]heptane N1CCC(CC1)CN1CC2OC(C1)C2